N1=CC(=CC=C1)CC1=NC(=NC(=N1)N)N pyridin-3-ylmethyl-1,3,5-triazine-2,4-diamine